(S)-1-[(S)-1-(2,3-Dihydrobenzo[1,4]dioxin-2-yl)methyl]-3-(4-fluorophenyl)piperidine O1[C@H](COC2=C1C=CC=C2)CN2C[C@@H](CCC2)C2=CC=C(C=C2)F